Benzyl (1R)-1-formyl-6-azaspiro[2.5]octane-6-carboxylate C(=O)[C@@H]1CC12CCN(CC2)C(=O)OCC2=CC=CC=C2